4-[(2-chloro-6-fluorophenyl)methyl]-3-(pyrrolidin-1-ylmethyl)-4,5-dihydro-1,2,4-oxadiazol-5-one ClC1=C(C(=CC=C1)F)CN1C(=NOC1=O)CN1CCCC1